3-(8-(4'-((2,2,2-trifluoroethylamino)methyl)biphenyl-3-ylsulfonyl)-1-oxa-8-azaspiro[4.5]decan-3-ylamino)propan-2-ol FC(CNCC1=CC=C(C=C1)C1=CC(=CC=C1)S(=O)(=O)N1CCC2(CC(CO2)NCC(C)O)CC1)(F)F